2-(((R)-1-(2-((1R,4R)-5-(4-cyanophenyl)-2,5-diazabicyclo[2.2.1]heptan-2-yl)-3,7-dimethyl-4-oxo-4H-pyrido[1,2-a]pyrimidin-9-yl)ethyl)amino)benzoic acid C(#N)C1=CC=C(C=C1)N1[C@H]2CN([C@@H](C1)C2)C=2N=C1N(C(C2C)=O)C=C(C=C1[C@@H](C)NC1=C(C(=O)O)C=CC=C1)C